FC1=C(C(=CC(=C1)CC1CNCC1)O)N1CC(NS1(=O)=O)=O 5-(2-fluoro-6-hydroxy-4-(pyrrolidin-3-ylmethyl)phenyl)-1,2,5-thiadiazolidin-3-one 1,1-dioxide